C(C)(C)(C)[C@H]1N2C(C=3N(N=C4C(=CC=CC34)OCCCCCCCCC(=O)OCC)C1)=CC(C(=C2)C(=O)OCC)=O ethyl (R)-6-(tert-butyl)-10-((9-ethoxy-9-oxononyl) oxy)-2-oxo-6,7-dihydro-2H-pyrido[2',1':3,4]pyrazino[1,2-b]indazole-3-carboxylate